diethyl (11-bromoundecyl)-phosphonate BrCCCCCCCCCCCP(OCC)(OCC)=O